2-(1-methyl-1H-indol-7-yl)ethan-1-amine CN1C=CC2=CC=CC(=C12)CCN